2-(hydroxyethoxy)phenol OCCOC1=C(C=CC=C1)O